4-(((2-(4-(1H-pyrazol-1-yl)-piperidine-1-carbonyl)-4-(piperidine-1-carbonyl)-quinolin-6-yl)oxy)methyl)-benzonitrile N1(N=CC=C1)C1CCN(CC1)C(=O)C1=NC2=CC=C(C=C2C(=C1)C(=O)N1CCCCC1)OCC1=CC=C(C#N)C=C1